trans-2-[4-[2-[(1R)-1-hydroxyethyl]-6-(methylamino)imidazo[4,5-c]pyridin-1-yl]cyclohexyl]acetonitrile O[C@H](C)C=1N(C2=C(C=NC(=C2)NC)N1)[C@@H]1CC[C@H](CC1)CC#N